(1-methylsulfonylpiperidin-4-yl)methanesulfonic acid methyl ester COS(=O)(=O)CC1CCN(CC1)S(=O)(=O)C